O1S(CCC=C1)(=O)=O 3,4-dihydrooxathiine 2,2-dioxide